(3-methyl-6-(pyrrolidin-1-yl)benzo[g]pyrrolo[2,1-a]phthalazine-1,2-diyl)dimethanol CC1=C(C(=C2N1N=C(C1=CC3=C(C=C21)C=CC=C3)N3CCCC3)CO)CO